2-((tert-butyldimethylsilyl)oxy)-1-(p-tolyl)ethyl 4-(6-(1-methyl-1H-pyrazol-4-yl)pyrazolo[1,5-a]pyridin-3-yl)piperazine-1-carboxylate CN1N=CC(=C1)C=1C=CC=2N(C1)N=CC2N2CCN(CC2)C(=O)OC(CO[Si](C)(C)C(C)(C)C)C2=CC=C(C=C2)C